tert-butyl (R)-4-((S)-10-hydroxy-10-((2-oxo-4-phenylpyridin-1(2H)-yl)methyl)-7-azaspiro[4.5]decane-7-carbonyl)-3-phenylpiperazine-1-carboxylate O[C@]1(CCN(CC12CCCC2)C(=O)N2[C@@H](CN(CC2)C(=O)OC(C)(C)C)C2=CC=CC=C2)CN2C(C=C(C=C2)C2=CC=CC=C2)=O